(tert-Butoxycarbonyl)-L-glutamyl-L-cysteine methyl ester COC([C@@H](NC([C@@H](NC(=O)OC(C)(C)C)CCC(=O)O)=O)CS)=O